N1(CCNCC1)C=1C=C(C=CC1)N1C(NC(CC1)=O)=O 1-(3-(Piperazin-1-yl)phenyl)dihydropyrimidine-2,4(1H,3H)-dione